CNC=1N=C(C(=NC1C=1C2=C(C=NC1)N(C=N2)C)C(=O)N)NC2=CC=C(C=C2)C(C)(N2CCN(CC2)C)C 5-(Methylamino)-6-(3-methylimidazo[4,5-c]pyridin-7-yl)-3-[4-[1-methyl-1-(4-methylpiperazin-1-yl)ethyl]anilino]pyrazin-2-carboxamid